tertbutyl (2S)-2-[2-(isopropylamino)phenyl]pyrrolidine-1-carboxylate C(C)(C)NC1=C(C=CC=C1)[C@H]1N(CCC1)C(=O)OC(C)(C)C